ClC1=CC2=C(N(C(NC2=O)=O)CC2=CC=C(C=C2)OC)N=C1Cl 6,7-dichloro-1-(4-methoxybenzyl)pyrido[2,3-d]pyrimidine-2,4(1H,3H)-dione